BrC=1C(=C(C(=C(C1)OC)N)N)F 4-bromo-3-fluoro-6-methoxybenzene-1,2-diamine